N1(C=NC=C1)[C@@H](COC)C1=NNC(=N1)C=1N(C2=C(C(=C(C=C2C1N1C=NC=C1)OC)Cl)F)C (R)-2-(3-(1-(1H-imidazol-1-yl)-2-methoxyethyl)-1H-1,2,4-triazol-5-yl)-6-chloro-7-fluoro-3-(1H-imidazol-1-yl)-5-methoxy-1-methyl-1H-indole